C(C)C(C(CN1[C@@H](CCN2C1=NC(=C(C2=O)F)N2[C@@H](COCC2)C)C(F)(F)F)=O)CC (S)-9-(3-ethyl-2-oxopentyl)-3-fluoro-2-((R)-3-methylmorpholin-4-yl)-8-trifluoromethyl-6,7,8,9-tetrahydropyrimido[1,2-a]pyrimidin-4-one